acetic acid 4-Acetylphenyl ester (4-acetylphenyl acetate) C(C)(=O)C1=CC=C(C=C1)CC(=O)O.C(C)(=O)C1=CC=C(C=C1)OC(C)=O